N-(3-(3'-chloro-4'-(trifluoromethyl)-[1,1'-biphenyl]-4-yl)propyl)-2-(furan-3-yl)-6-methylthieno[2,3-d]pyrimidin-4-amine ClC=1C=C(C=CC1C(F)(F)F)C1=CC=C(C=C1)CCCNC=1C2=C(N=C(N1)C1=COC=C1)SC(=C2)C